C(C)(C)(C)OC(C[C@H](NC(=O)NC=1C(N(C=C(C1O)C)C)=O)C1=CC=C(C=C1)C1=C(C=C(C=C1)F)F)=O.[Cl-].C[N+](CC=C)(CC=C)C Dimethyldiallylammonium chlorid tert-Butyl-(S)-3-(2',4'-Difluorobiphenyl-4-yl)-3-(3-(4-hydroxy-1,5-dimethyl-2-oxo-1,2-dihydropyridin-3-yl)ureido)propanoat